3-(3-hydroxypyrrolidin-1-yl)-1-(1'-(5,6,7,8-tetrahydroimidazo[1,2-a]pyrazin-2-carbonyl)-[4,4'-biindoline]-1-yl)propan-1-one OC1CN(CC1)CCC(=O)N1CCC=2C(=CC=CC12)C=1C=2CCN(C2C=CC1)C(=O)C=1N=C2N(CCNC2)C1